tetramethyl-Uronium CN(C(=[N+](C)C)O)C